N-methyl-2-aminoethyltri-n-propoxysilane CNCC[Si](OCCC)(OCCC)OCCC